NC(CNC1=NC(=C2C(=N1)N(N=C2)C)NC2CCC(CC2)(F)F)C2=CC=CC=C2 6-N-(2-amino-2-phenylethyl)-4-N-(4,4-difluorocyclohexyl)-1-methylpyrazolo[3,4-d]pyrimidine-4,6-diamine